2-[3-(ethylsulfanyl)-6-phenylthieno[3,2-b]thiophen-2-yl]-3-methyl-6-(trifluoromethyl)-3H-imidazo[4,5-c]pyridine C(C)SC=1C2=C(SC1C1=NC3=C(C=NC(=C3)C(F)(F)F)N1C)C(=CS2)C2=CC=CC=C2